CC(C(C(=O)N)(C)C)(CCC)C tetramethylhexanamide